tert-butyl 4-(((1r,3r)-3-(4-((ethylsulfonyl)methyl)-2-(6-methyl-7-oxo-6,7-dihydro-1H-pyrrolo[2,3-c]pyridin-4-yl)phenoxy)cyclobutoxy)methyl)piperidine-1-carboxylate C(C)S(=O)(=O)CC1=CC(=C(OC2CC(C2)OCC2CCN(CC2)C(=O)OC(C)(C)C)C=C1)C=1C2=C(C(N(C1)C)=O)NC=C2